tert-butyl N-[(2R)-7-azabicyclo[2.2.1]heptan-2-yl]carbamate C12[C@@H](CC(CC1)N2)NC(OC(C)(C)C)=O